C(C1=CC=CC=C1)OC1=CC=C(C(=O)NN)C=C1 4-benzyloxybenzoic acid hydrazide